COC1=C(C=C(C(=O)NC)C=C1)NCC#C 4-methoxy-N-methyl-3-(prop-2-yn-1-ylamino)benzamide